N-(1,3-benzodioxol-4-ylmethyl)-2-(4-iodo-2,5-dimethoxyphenyl)ethanamine O1COC2=C1C=CC=C2CNCCC2=C(C=C(C(=C2)OC)I)OC